N1(CCCCCC1)C1=NC=C(C=C1C(=O)NC=1C=NC=C(C1)C(F)(F)F)C(F)(F)F 2-(azepan-1-yl)-5-(trifluoromethyl)-N-[5-(trifluoromethyl)-3-pyridyl]pyridine-3-carboxamide